C1(CCCC1)=CCC(CC(C=O)C)C 6-cyclopentylidene-2,4-dimethylhexanal